1,3,5-trimethyl-2,4,6-tris(4-formylphenyl)benzene CC1=C(C(=C(C(=C1C1=CC=C(C=C1)C=O)C)C1=CC=C(C=C1)C=O)C)C1=CC=C(C=C1)C=O